4-[trans-(4-aminocyclohexyl)amino]-N'-(2-chloro-5-fluoro-phenyl)-6-(4-methyl-1,3-benzodioxol-5-yl)pyrrolo[1,2-b]pyridazine-3-carboxamidine N[C@@H]1CC[C@H](CC1)NC=1C=2N(N=CC1C(=NC1=C(C=CC(=C1)F)Cl)N)C=C(C2)C2=C(C1=C(OCO1)C=C2)C